C(CCC)OC1=CC=C(C=C1)S(=O)(=O)NCCCC=1C=NC=CC1 4-butoxy-N-(3-(pyridin-3-yl)propyl)benzenesulfonamide